4-(4-(5-(2-fluoro-6-((3-hydroxypropoxy)methyl)phenyl)-1-((2-(Trimethylsilyl)ethoxy)methyl)-1H-pyrazolo[3,4-c]pyridin-3-yl)-2-hydroxyphenyl)piperazine FC1=C(C(=CC=C1)COCCCO)C=1C=C2C(=CN1)N(N=C2C2=CC(=C(C=C2)N2CCNCC2)O)COCC[Si](C)(C)C